NC1=NNC2=C(C=C(C=C12)C1=CC(=NC=C1)NS(=O)(=O)C)C#CC(C)(C)C N-(4-(3-Amino-7-(3,3-dimethylbut-1-yn-1-yl)-1H-indazol-5-yl)pyridine-2-yl)methanesulfonamide